OC(C)(C)C1=NN(C=2C(N(CCOC21)C2=C(C=C(C=C2)C=2N=CC1=C(N2)C=CC(=N1)C(F)(F)F)C)=O)C 3-(2-hydroxy-prop-2-yl)-1-methyl-7-(2-methyl-4-(6-(trifluoromethyl)pyrido[3,2-d]pyrimidin-2-yl)phenyl)-6,7-dihydro-1H-pyrazolo[3,4-f][1,4]oxazepin-8(5H)-one